BrC=1C=C2C(=C(C(N(C2=CC1)CCN1CCOCC1)=O)C(=O)OCC)O ethyl 6-bromo-4-hydroxy-1-(2-morpholinoethyl)-2-oxo-1,2-dihydroquinoline-3-carboxylate